NC=1C(=NC(=CN1)C1=CC(=C2CCN(CC2=C1)C)C)N1C=C(C=C1)C(C)S(=O)(=O)N (1-(3-amino-6-(2,5-dimethyl-1,2,3,4-tetrahydroisoquinolin-7-yl)pyrazin-2-yl)-1H-pyrrol-3-yl)ethanesulfonamide